3-fluoro-benzoate FC=1C=C(C(=O)[O-])C=CC1